[K].C(CCCCCCCCC\C=C/CCCCCC)(=O)N(C)CC(=O)O N-(Z)-octadeca-11-enoyl-sarcosine potassium